2-(4,4-difluoroazepan-1-yl)-N-(3-methylsulfonylphenyl)-5-(trifluoromethyl)-pyridine-3-carboxamide FC1(CCN(CCC1)C1=NC=C(C=C1C(=O)NC1=CC(=CC=C1)S(=O)(=O)C)C(F)(F)F)F